BrC1=CC(N(C=C1)CC(F)(F)F)=O 4-bromo-1-(2,2,2-trifluoroethyl)pyridin-2(1H)-one